CN(C=1C=CC(=C(C1)N1CSCC1=O)C(C)C)C 3-(5-(dimethylamino)-2-isopropylphenyl)-4-oxothiazolidin